Perfluorobutylene ether FC1(C(C(C(F)(F)O1)(F)F)(F)F)F